N-methoxy-2,2-dimethyl-3-phenylpropionamide CONC(C(CC1=CC=CC=C1)(C)C)=O